N-hexadecyl-3-benzyloxypyridin-4-one C(CCCCCCCCCCCCCCC)N1C=C(C(C=C1)=O)OCC1=CC=CC=C1